3-(3-((4-fluorobenzyl)oxy)-4-((3,3,3-trifluoropropyl)sulfonamido)phenyl)-5-((6-(trifluoromethyl)pyridine-2-yl)amino)-1H-pyrazole-4-carboxamide FC1=CC=C(COC=2C=C(C=CC2NS(=O)(=O)CCC(F)(F)F)C2=NNC(=C2C(=O)N)NC2=NC(=CC=C2)C(F)(F)F)C=C1